N,N'-diphenyl-N,N'-bis(9-phenyl-9H-carbazol-2-yl)naphtho[2,3-b:6,7-b']bisbenzofuran-3,10-diamine C1(=CC=CC=C1)N(C1=CC2=C(C3=C(O2)C=C2C=C4C(OC5=C4C=CC(=C5)N(C5=CC=4N(C6=CC=CC=C6C4C=C5)C5=CC=CC=C5)C5=CC=CC=C5)=CC2=C3)C=C1)C1=CC=3N(C2=CC=CC=C2C3C=C1)C1=CC=CC=C1